P(=O)(OC(CCl)CCl)(OC(CCl)CCl)OC(CCl)CCl tris[2-chloro-1-(chloromethyl) ethyl] phosphate